Nitryl-Buta-dien [N+](=O)([O-])C=CC=C